C(CCCC)C1NCC=C(C1)N1C=CC2=CC(=CC=C12)NC(N)=S 3-(1-(2-(pentyl)-1,2,3,6-tetrahydropyridin-4-yl)-1H-indol-5-yl)thiourea